ClC1=NC=C(C(=O)N)C(=C1)NC1=C(C=CC=C1)COC 6-chloro-4-(2-methoxymethyl-phenylamino)nicotinamide